ClC1=C(C=C2C=C(NC2=C1)C(=O)O)F 6-chloro-5-fluoro-1H-indole-2-carboxylic acid